2-hydroxy-5-(5,7-dihydroxy-4-oxo-2,3-dihydro-4H-chromen-2-yl)phenolate OC1=C(C=C(C=C1)C1OC2=CC(=CC(=C2C(C1)=O)O)O)[O-]